4-((3',4'-diamino-6-(2-methoxyethoxy)-[1,1'-biphenyl]-3-yl)methyl)phthalazin-1(2H)-one NC=1C=C(C=CC1N)C1=CC(=CC=C1OCCOC)CC1=NNC(C2=CC=CC=C12)=O